(R)-tert-butyl (3-(4-bromo-2-(N,N-dibenzylsulfamoyl)-3-(2-(4-methoxybenzyl)-2H-tetrazol-5-yl) phenylsulfonamido)-2-((tert-butyldimethylsilyl)oxy) propyl)carbamate BrC1=C(C(=C(C=C1)S(=O)(=O)NC[C@@H](CNC(OC(C)(C)C)=O)O[Si](C)(C)C(C)(C)C)S(N(CC1=CC=CC=C1)CC1=CC=CC=C1)(=O)=O)C=1N=NN(N1)CC1=CC=C(C=C1)OC